7-[2-(1-cyclopropylpyrazol-4-yl)-6-methyl-morpholin-4-yl]-9-(2,4-difluorophenyl)-2-methyl-pyrido[1,2-a]pyrimidin-4-one C1(CC1)N1N=CC(=C1)C1CN(CC(O1)C)C=1C=C(C=2N(C(C=C(N2)C)=O)C1)C1=C(C=C(C=C1)F)F